CCC(CC)O[C@@H]1C=C(C[C@@H]([C@H]1NC(=O)C)N)C(=O)OCC The molecule is a cyclohexenecarboxylate ester that is the ethyl ester of oseltamivir acid. An antiviral prodrug (it is hydrolysed to the active free carboxylic acid in the liver), it is used to slow the spread of influenza. It has a role as a prodrug, an EC 3.2.1.18 (exo-alpha-sialidase) inhibitor, an antiviral drug, an environmental contaminant and a xenobiotic. It is a cyclohexenecarboxylate ester, an amino acid ester, a primary amino compound and a member of acetamides.